O1C(OCC1)C1CCN(CC1)C1=CC=C(C=N1)NC1C(NC(CC1)=O)=O 3-((6-(4-(1,3-dioxolan-2-yl)piperidin-1-yl)pyridin-3-yl)amino)piperidine-2,6-dione